methyl 6-fluoro-2-methylnicotinate methyl-6-fluoro-2-methylnicotinate COC(C1=C(N=C(C=C1)F)C)=O.FC1=NC(=C(C(=O)OC)C=C1)C